ClC1=C(NC(C2=CC=CC=C2)ON(C)C2=NC(=NC(=N2)NCCC)NCCC)C(=CC=C1F)C1=CC(=NC=C1)OC 2-chloro-3-fluoro-6-(2-methoxypyridin-4-yl)anilinO-Benzyl-N-(4,6-bis-propylamino-[1,3,5]triazin-2-yl)-N-methyl-hydroxylamine